C(C)(=O)C([C@H](N)C(=O)[O-])CC(=O)[O-] 3-acetylglutamate